BrC=1C=CC=C2CN(C(C12)=O)[C@@H](C1(COC1)O)C1CC1 |o1:11| (R or S)-7-bromo-2-(cyclopropyl(3-hydroxyoxetan-3-yl)methyl)isoindolin-1-one